(4R)-3-(benzylcarbamoyl)-2-phenylthiazolidine C(C1=CC=CC=C1)NC(=O)N1C(SCC1)C1=CC=CC=C1